ClC1=C(C=C(C(=C1)Cl)OC)S(=O)(=O)O 2,4-Dichloro-5-methoxybenzenesulfonic acid